NCCNCCC[Si](OC)(OC)OC N-(β-aminoethyl)-gamma-aminopropyl-trimethoxysilane